C4-phenoxyphenol O(C1=CC=CC=C1)C1=CC=C(C=C1)O